FC1=C(C(=O)N[C@@H](C(N2CCC3(CC2)C(CNC(C3)=O)C3=CC=CC=C3)=O)C(C)C)C=C(C=C1)C(F)(F)F 2-fluoro-N-((2R)-3-methyl-1-oxo-1-(10-oxo-7-phenyl-3,9-diazaspiro[5.5]undec-3-yl)butan-2-yl)-5-(trifluoromethyl)benzamide